CC1(CN(C1)CC(=O)NC=1C=C(C(=NC1)C)NC(=O)C=1C=NN2C1SC(=C2)C=2C(=NC=CC2)C)C N-(5-(2-(3,3-dimethylazetidin-1-yl)acetamido)-2-methylpyridin-3-yl)-2-(2-methylpyridin-3-yl)pyrazolo[5,1-b]thiazole-7-carboxamide